(6-chloro-2-methyl-1,3-benzothiazol-5-yl)methanol ClC1=CC2=C(N=C(S2)C)C=C1CO